N(=[N+]=[N-])C(C(=O)OC)=CC1=C(C=C(C(=C1)Cl)F)Cl methyl 2-azido-3-(2,5-dichloro-4-fluorophenyl)acrylate